(2S,3R)-3-[(dimethylsulfamoyl)amino]-4,4-difluoro-2-{[2-fluoro-3-(5-methylpyridazin-3-yl)phenyl]methyl}-N,N-dimethylpyrrolidine-1-carboxamide CN(S(=O)(=O)N[C@@H]1[C@@H](N(CC1(F)F)C(=O)N(C)C)CC1=C(C(=CC=C1)C=1N=NC=C(C1)C)F)C